5-(5-hydrazinyl-2-(pyridin-4-yl)pyrazolo[1,5-a]pyrimidin-7-yl)-2-oxa-5-azabicyclo[2.2.1]heptane N(N)C1=NC=2N(C(=C1)N1C3COC(C1)C3)N=C(C2)C2=CC=NC=C2